8-[(1R)-1-(2-bromoanilino)ethyl]-2-ethylsulfanyl-3,6-dimethyl-benzopyran-4-one BrC1=C(N[C@H](C)C2=CC(=CC=3C(C(=C(OC32)SCC)C)=O)C)C=CC=C1